C(C=C)OC1=CC=C(C=O)C=C1 4-(prop-2-en-1-yloxy)benzaldehyde